[Na].C(=O)(O)COC(O)=O carboxymethyl-carbonic acid sodium